BrC=1C=C(C(=O)O)C=CC1C(C)(C)C 3-bromo-4-(tert-butyl)benzoic acid